(methylthio)-7,8-dihydro-5H-pyrano[4,3-d]pyrimidin-4-yl trifluoromethanesulfonate FC(S(=O)(=O)OC=1C2=C(N=C(N1)SC)CCOC2)(F)F